7-(2-methoxy-4-morpholinophenyl)-N-methylthieno[3,2-d]pyrimidin-4-amine COC1=C(C=CC(=C1)N1CCOCC1)C1=CSC2=C1N=CN=C2NC